(R)-10-methyl-3-(2-(piperidin-1-yl)-6-vinylpyridin-4-yl)-9,10,11,12-tetrahydro-8H-[1,4]diazepino[5',6':4,5]thieno[3,2-f]quinolin-8-one C[C@H]1NC(C2=C(C=3C=4C=CC(=NC4C=CC3S2)C2=CC(=NC(=C2)C=C)N2CCCCC2)NC1)=O